ClC=1C=C2CC(C3(OCCO3)C2=CC1Cl)CCO 2-(5,6-dichloro-2,3-dihydrospiro[indene-1,2'-[1,3]dioxolan]-2-yl)ethan-1-ol